5-chloro-N-({(5S)-2-oxo-3-[4-(5,6-dihydro-4H-[1,2,4]triazin-1-yl)phenyl]-1,3-oxazolidin-5-yl}methyl)thiophene-2-carboxamide mesylate S(C)(=O)(=O)O.ClC1=CC=C(S1)C(=O)NC[C@H]1CN(C(O1)=O)C1=CC=C(C=C1)N1N=CNCC1